NC=1C(=C(C(=CC1)Cl)C=1N=CC=2N(C1)C=NC2C(=O)NC)F 6-(3-amino-6-chloro-2-fluorophenyl)-N-methylimidazo[1,5-a]pyrazine-1-carboxamide